2-phenyl-5-(phenylamino)-4-(p-tolyl)-4H-imidazol-4-ol C1(=CC=CC=C1)C=1N=C(C(N1)(O)C1=CC=C(C=C1)C)NC1=CC=CC=C1